FC1=C2C=CNC2=CC(=C1OC=1C=CC(=C(C1)C1=NC(=NO1)C(C)C=1C(=C(C=CC1)/C=C/C(=O)OCC)F)F)F Ethyl (E)-3-(3-(1-(5-(5-((4,6-difluoro-1H-indol-5-yl)oxy)-2-fluorophenyl)-1,2,4-oxadiazol-3-yl)ethyl)-2-fluorophenyl)acrylate